C(C)NC(=S)N1CCC(CC1)C1=C2C(=NC=C1)NC=C2 4-(1-(ethylcarbamothioyl)piperidin-4-yl)-1H-pyrrolo[2,3-b]pyridin